3-{[(benzyloxy)carbonyl]amino}-N-(tert-butoxycarbonyl)-D-alanine C(C1=CC=CC=C1)OC(=O)NC[C@@H](NC(=O)OC(C)(C)C)C(=O)O